N,N,N-tri(2-hydroxyethyl)ammonium bromide salt [Br-].OCC[NH+](CCO)CCO